terbium cysteine N[C@@H](CS)C(=O)O.[Tb]